5-((2-(4-(tert-butyl)phenyl)pyridin-4-yl)methylene)-3-methylthiazolidine-2,4-dione C(C)(C)(C)C1=CC=C(C=C1)C1=NC=CC(=C1)C=C1C(N(C(S1)=O)C)=O